2-(3-methyl-1H-pyrazol-4-yl)-N-(3-(pyridin-2-yl)-1-((tetrahydro-2H-pyran-4-yl)methyl)-1H-pyrazol-4-yl)thiazole-4-carboxamide CC1=NNC=C1C=1SC=C(N1)C(=O)NC=1C(=NN(C1)CC1CCOCC1)C1=NC=CC=C1